ClC=1C=C(C=C(C1)NS(=O)(=O)C)NC(=O)C=1SC(=C(C1)C1=NC=C(C=C1F)C(F)(F)F)C N-(3-chloro-5-(methylsulfonamido)phenyl)-4-(3-fluoro-5-(trifluoromethyl)pyridin-2-yl)-5-methylthiophene-2-carboxamide